BrC=1C=C(C=CC1)C1(C2=CC=CC=C2C=2C=CC=CC12)C1=CC=CC=C1 9-(3-bromophenyl)-9-Phenyl-9H-fluoren